nickel-vanadium [V].[Ni]